C(C)(C)(C)OC(N[C@H](C)C1=C(C=CC=C1)F)=O (R)-(1-(2-fluorophenyl)ethyl)carbamic acid tert-butyl ester